tert-butyl (R)-1-oxo-6-azaspiro[3.4]octane-6-carboxylate O=C1CC[C@@]12CN(CC2)C(=O)OC(C)(C)C